7-((3S,4R,5R)-3,4-bis(benzyloxy)-5-((benzyloxy)methyl)tetrahydrofuran-2-yl)-6-fluoroquinazolin-2,4-diol C(C1=CC=CC=C1)O[C@H]1C(O[C@@H]([C@H]1OCC1=CC=CC=C1)COCC1=CC=CC=C1)C1=C(C=C2C(=NC(=NC2=C1)O)O)F